O1C(=CC=C1)CC=1N=C2N(C=C(N=C2C=2SC=CC2)C2=CC=CC=C2)C1 2-(furan-2-ylmethyl)-6-phenyl-8-(thiophenyl)imidazo[1,2-a]pyrazine